(E)-4-(2-oxa-5-azabicyclo[2.2.1]heptan-5-yl)-1-(4-(4-((3-methyl-4-((1-methyl-1H-benzo[d]imidazol-5-yl)oxy)phenyl)amino)pyrrolo[2,1-f][1,2,4]triazin-5-yl)piperidin-1-yl)but-2-en-1-one C12OCC(N(C1)C/C=C/C(=O)N1CCC(CC1)C=1C=CN3N=CN=C(C31)NC3=CC(=C(C=C3)OC3=CC1=C(N(C=N1)C)C=C3)C)C2